3-chloro-7-((2S,4S)-2-(1-cyclopropyl-1H-pyrazol-4-yl)tetrahydro-2H-pyran-4-yl)-9-(3,4-difluorophenyl)-2-methyl-4H-pyrazino[1,2-a]pyrimidin-4-one ClC1=C(N=C2N(C1=O)C=C(N=C2C2=CC(=C(C=C2)F)F)[C@@H]2C[C@H](OCC2)C=2C=NN(C2)C2CC2)C